4-(((2Z)-3-cyclohexyl-5-(3-nitrobenzylidene)-4-oxothiazolidin-2-ylidene)amino)benzenesulphonamide C1(CCCCC1)N1/C(/SC(C1=O)=CC1=CC(=CC=C1)[N+](=O)[O-])=N/C1=CC=C(C=C1)S(=O)(=O)N